O[C@@H](CN1N=CC(=C1)C(=O)N)C [1-((2R)-2-hydroxypropyl)pyrazol-4-yl]carboxamide